4-[2-[3-(dimethylamino)cyclobutyl]-4-(trifluoromethyl)thiazol-5-yl]-5-fluoro-N-(1-methylsulfonyl-4-piperidyl)pyrimidin-2-amine CN(C1CC(C1)C=1SC(=C(N1)C(F)(F)F)C1=NC(=NC=C1F)NC1CCN(CC1)S(=O)(=O)C)C